5-bromo-3-(4-fluoro-1-methyl-1H-indazol-5-yl)oxazol-2(3H)-one BrC1=CN(C(O1)=O)C=1C(=C2C=NN(C2=CC1)C)F